2-Butyl-5-chloro-3-[2'-(1H-tetrazol-5-yl)-biphenyl-4-ylmethyl]-3H-imidazole-4-carboxylic acid 2-[1-(5-ethyl-[1,3,4]thiadiazol-2-ylcarbamoyl)-cyclopentylmethyl]-pentanoyloxymethyl ester C(C)C1=NN=C(S1)NC(=O)C1(CCCC1)CC(C(=O)OCOC(=O)C=1N(C(=NC1Cl)CCCC)CC1=CC=C(C=C1)C1=C(C=CC=C1)C1=NN=NN1)CCC